(16R)-9,10-dimethoxy-6-oxo-12-oxa-1,5,19-triazatricyclo[17.3.2.17,11]pentacosa-7(25),8,10-trien-16-yl 3,4,5-trimethoxybenzoate COC=1C=C(C(=O)O[C@@H]2CCCOC3=C(C(=CC(C(NCCCN4CCCN(CC2)CC4)=O)=C3)OC)OC)C=C(C1OC)OC